5-chloro-N-(2,4-difluoro-3-(8-fluoro-3-(1-((2-(trimethylsilyl)ethoxy)methyl)-1H-imidazol-2-yl)imidazo[1,5-a]pyridin-7-yl)phenyl)-2-methoxypyridine-3-sulfonamide ClC=1C=C(C(=NC1)OC)S(=O)(=O)NC1=C(C(=C(C=C1)F)C1=C(C=2N(C=C1)C(=NC2)C=2N(C=CN2)COCC[Si](C)(C)C)F)F